C(C)(C)(C)OC(=O)NC1CC12CNCC2 (7S)-t-butoxycarbonylamino-5-azaspiro[2.4]heptane